NC1=C(C(=NC(=C1F)C1=C(C=C(C=C1)C#N)F)C(=O)OC)Cl methyl 4-amino-3-chloro-6-(4-cyano-2-fluorophenyl)-5-fluoro-pyridine-2-carboxylate